zinc neoundecanoate C(CCCCCCC(C)(C)C)(=O)[O-].[Zn+2].C(CCCCCCC(C)(C)C)(=O)[O-]